1-benzyl-3-(difluoromethyl)-1,3-dihydro-2H-benzo[d]imidazol-2-one C(C1=CC=CC=C1)N1C(N(C2=C1C=CC=C2)C(F)F)=O